N-(4-hydroxy-3-(1H-pyrazol-1-yl)phenyl)-4-methylbenzenesulfonamide OC1=C(C=C(C=C1)NS(=O)(=O)C1=CC=C(C=C1)C)N1N=CC=C1